6-((7-((4,4-bis(((Z)-oct-5-en-1-yl)oxy)butanoyl)oxy)heptyl)(3-hydroxypropyl)amino)hexyl 4,4-bis(((Z)-oct-5-en-1-yl)oxy)butanoate C(CCC\C=C/CC)OC(CCC(=O)OCCCCCCN(CCCO)CCCCCCCOC(CCC(OCCCC\C=C/CC)OCCCC\C=C/CC)=O)OCCCC\C=C/CC